10-phenanthrone C1=CC=CC=2C3=CC=CC=C3CC(C12)=O